2-(4-amino-4-methylpiperidin-1-yl)-5-(3,4-dichloro-2-methyl-2H-indazole-5-yl)-7H-pyrrolo[2,3-d]pyrimidine-4-carbonitrile NC1(CCN(CC1)C=1N=C(C2=C(N1)NC=C2C2=C(C1=C(N(N=C1C=C2)C)Cl)Cl)C#N)C